NC=1NC(C(=C(N1)N)NC(=O)NC=1C=C(C(=NC1)C(=O)N[C@H](C(=O)O)CCC1=NN=NN1)F)=O (2S)-2-[(5-{[(2,4-diamino-6-oxo-1,6-dihydropyrimidin-5-yl)carbamoyl]amino}-3-fluoropyridin-2-yl)formamido]-4-(1H-1,2,3,4-tetrazol-5-yl)butanoic acid